C1=CC=CC=2C3=CC=CC=C3C(C12)[SiH](C)C.[Cl] chlorine (9H-fluoren-9-yl)dimethylsilane